2-[6-[[tert-butoxycarbonyl-[(3-fluoro-1-bicyclo[1.1.1]pentyl)methyl]amino]methyl]imidazo[1,2-a]pyridin-2-yl]ethyl acetate C(C)(=O)OCCC=1N=C2N(C=C(C=C2)CN(CC23CC(C2)(C3)F)C(=O)OC(C)(C)C)C1